FC1=C(C=CC(=C1)OC1=NC=NC2=CC(=C(C=C12)OC)OCCCN1CCCC1)NC(=O)NC1=CC=C(C=C1)F 1-(2-fluoro-4-((6-methoxy-7-(3-(pyrrolidin-1-yl)propoxy)quinazolin-4-yl)oxy)phenyl)-3-(4-Fluorophenyl)urea